3-amino-7,8-difluoro-3,4-dihydro-2H-1,5-benzoxazepine-5-carboxylic acid tert-butyl ester C(C)(C)(C)OC(=O)N1CC(COC2=C1C=C(C(=C2)F)F)N